BrC1=CC=C(C=C1)OC[C@@H](C)OC (R)-1-bromo-4-(2-methoxypropoxy)benzene